dichlorane ClCl